COC1=NC=C(C=N1)C=1C=C(C(N(N1)C=1C=NN(C1)C)=O)C(=O)O 6-(2-Methoxypyrimidin-5-yl)-2-(1-methyl-1H-pyrazol-4-yl)-3-oxo-2,3-dihydropyridazin-4-carboxylic acid